C(C)(C)(C)OC(=O)N(C(OC(C)(C)C)=O)C1=NC(=CC(=N1)Cl)C1=C(C=CC2=CC=CC=C12)C tert-Butyl N-tert-butoxycarbonyl-N-[4-chloro-6-(2-methyl-1-naphthyl)pyrimidin-2-yl]carbamate